5-hydroxy-N-methylpicolinamide OC=1C=CC(=NC1)C(=O)NC